CC=1C=CC=C2C=CN(C(C12)=O)C1=NNC=C1 8-methyl-2-(1H-pyrazol-3-yl)isoquinolin-1(2H)-one